4-[1-[2-(6-azaspiro[2.5]oct-6-yl)-4-bromo-phenyl]triazol-4-yl]-2-(4,4-difluoro-1-piperidinyl)-5-fluoro-thiazole C1CC12CCN(CC2)C2=C(C=CC(=C2)Br)N2N=NC(=C2)C=2N=C(SC2F)N2CCC(CC2)(F)F